methoxy[2-(7-oxabicyclo[4.1.0]hept-3-yl)ethyl]silane CO[SiH2]CCC1CC2OC2CC1